di-t-butyldimethoxysilane C(C)(C)(C)[Si](OC)(OC)C(C)(C)C